(2S,4R)-2-[[3-(3-bromophenyl)-2-oxopropyl]carbamoyl]-4-hydroxypyrrolidine-1-carboxylic acid tert-butyl ester C(C)(C)(C)OC(=O)N1[C@@H](C[C@H](C1)O)C(NCC(CC1=CC(=CC=C1)Br)=O)=O